SC(C)C(C(S)(S)CCCS)C 1-mercaptoethyl-3-mercaptopropyl-mercaptopropanethiol